bis(2,3-dicarboxyphenyl) ether C(=O)(O)C1=C(C=CC=C1C(=O)O)OC1=C(C(=CC=C1)C(=O)O)C(=O)O